OC1(CCC1)CNC(C)C1=CC(=C2CNC(C2=C1)=O)C(F)(F)F 6-(1-{[(1-hydroxycyclobutyl)methyl]amino}ethyl)-4-(trifluoromethyl)-3H-isoindol-1-one